16,16-dipentoxy-5,7-hexadecadiene C(CCCC)OC(CCCCCCCC=CC=CCCCC)OCCCCC